ClC=1C=C(C=C(C1)Cl)C1(CC(=NO1)C1=CC(=C(C(=O)NC(CS=O)C)C=C1)C)C(F)(F)F 4-[5-(3,5-dichlorophenyl)-5-(trifluoromethyl)-4,5-dihydro-1,2-oxazol-3-yl]-2-methyl-N-(1-oxothiabut-3-yl)benzamide